[N+](=O)([O-])C=1C=C(CC23CC(C2)(C3)C(=O)OC)C=CC1 methyl 3-(3-nitrobenzyl)bicyclo[1.1.1]pentane-1-carboxylate